octahydro-3H,3''H-dispiro[4,7-methanoisobenzofuran-5,1'-cyclopentane-3',5''-[4,7]methanoisobenzofuran]-1,1'',2',3,3''(4H,4''H)-pentaone C1(OC(C2C34C5(CC(C12)(C3)C4)C(C4(CC5)CC5C(OC(C5CC4)=O)=O)=O)=O)=O